ClC=1C=C(C=CC1)C1OP(OCC1)(OC1=C(C(=CC(=C1)CCCCC)OP1(OCCC(O1)C1=CC(=CC=C1)Cl)=O)C1=C(C=CC(=C1)C)C(=C)C)=O 4-(3-chlorophenyl)-2-((6-((4-(3-chlorophenyl)-2-oxido-1,3,2-dioxaphosphinan-2-yl)oxy)-5'-methyl-4-pentyl-2'-(prop-1-en-2-yl)-[1,1'-biphenyl]-2-yl)oxy)-1,3,2-dioxaphosphinane 2-oxide